ClC1=CC=C(C=N1)C(C)N1CC2(CC1)CCOCC2 2-(1-(6-chloropyridin-3-yl)ethyl)-8-oxa-2-azaspiro[4.5]decane